2-(p-tolyl)-1-(3,4,5-trimethoxyphenyl)-1H-benzo[d]imidazole C1(=CC=C(C=C1)C1=NC2=C(N1C1=CC(=C(C(=C1)OC)OC)OC)C=CC=C2)C